C#CCCCCCCCCCCCCC pentadecyn